1-(4-Cyclopropoxy-2-methyl-5,7-dihydro-6H-pyrrolo[3,4-d]pyrimidin-6-yl)-2-[trans-(2-(pyridin-3-yl)cyclopropyl)]ethan-1-one C1(CC1)OC=1C2=C(N=C(N1)C)CN(C2)C(C[C@H]2[C@@H](C2)C=2C=NC=CC2)=O